FC(CC(=O)OC(CC(F)(F)F)=O)(F)F 3,3,3-trifluoropropionic anhydride